ClC=1C=C(C(=NC1)F)[C@]1([C@@H](CN(CC1)C1COC1)C)F |r| racemic-cis-5-Chloro-2-fluoro-3-[4-fluoro-3-methyl-1-(oxetan-3-yl)piperidin-4-yl]pyridine